NC1=C(C=C(C=N1)C=1C=C2N(N1)CC[C@]21CN(CC1)C(=O)NC(C)(C)C=1N=NN(C1)C)C#N |r| (rac)-2'-(6-amino-5-cyanopyridin-3-yl)-N-[2-(1-methyl-1H-1,2,3-triazol-4-yl)propan-2-yl]-5',6'-dihydrospiro[pyrrolidine-3,4'-pyrrolo[1,2-b]pyrazole]-1-carboxamide